ClC=1C=C(C=CC1F)NC(=O)C1=C(N=CN1C)C1=CCC2(CC(C2)O)CC1 N-(3-chloro-4-fluorophenyl)-4-(2-hydroxyspiro[3.5]non-6-en-7-yl)-1-methyl-1H-imidazole-5-carboxamide